stearyl 3-(3,5-di-t-butyl-4-hydroxyphenyl)propionate C(C)(C)(C)C=1C=C(C=C(C1O)C(C)(C)C)CCC(=O)OCCCCCCCCCCCCCCCCCC